ClC=1C=C(C=CC1)[C@@H]1[C@H](C1)C(=O)NC1=NC=CC(=C1)NCC=1N=C2N(C=C(C=C2N2CC(N(CC2)C)=O)C2CC2)C1 (1S,2S)-2-(3-chlorophenyl)-N-(4-(((6-cyclopropyl-8-(4-methyl-3-oxopiperazin-1-yl)imidazo[1,2-a]pyridin-2-yl)methyl)amino)pyridin-2-yl)cyclopropane-1-carboxamide